ClC=1C=C(C=CC1)C1=C(C(=CC=C1)C[C@@H]1N(C[C@@H]([C@@H]1NS(=O)(=O)CC)F)C(=O)C1CC1)F N-[(2S,3R,4S)-2-[(3'-chloro-2-fluoro[1,1'-biphenyl]-3-yl)methyl]-1-(cyclopropane-carbonyl)-4-fluoropyrrolidin-3-yl]ethane-sulfonamide